C(C)(C)(C)OC(=O)N[C@@H]1[C@@H](CN(CC1)C(=O)OCC1=CC=CC=C1)C benzyl (3R,4S)-4-((tert-butoxycarbonyl)amino)-3-methylpiperidine-1-carboxylate